2-(pyridin-2-yldisulfanyl)pyridine N1=C(C=CC=C1)SSC1=NC=CC=C1